C1CC12CCN(CC2)C2=C(C(=O)NC1=C3CCC4(CC3=CC=C1)CCCC4)C=CC(=C2)NS(=O)(=O)CCO 2-{6-azaspiro[2.5]oct-6-yl}-N-{3',4'-dihydro-1'H-spiro[cyclopentane-1,2'-naphthalene]-5'-yl}-4-(2-hydroxyethanesulfonylamino)benzamide